N-benzyl-N-(1-(naphthalen-2-yl)vinyl)acetamide C(C1=CC=CC=C1)N(C(C)=O)C(=C)C1=CC2=CC=CC=C2C=C1